1-(4-(2,3-Dimethylphenyl)piperazin-1-yl)-2-(3-((3R,4S)-3-fluoro-4-hydroxypiperidin-1-carbonyl)-7-hydroxy-4,5,6,7-tetrahydro-1H-indazol-1-yl)ethanon CC1=C(C=CC=C1C)N1CCN(CC1)C(CN1N=C(C=2CCCC(C12)O)C(=O)N1C[C@H]([C@H](CC1)O)F)=O